C(C)(C)(C)N(CCC1=CNC=2C=CC=C(C12)O)C 3-[2-[Tert-butyl(methyl)amino]ethyl]-1H-indol-4-ol